N-(2,5-di(piperidin-1-yl)thiazolo[4,5-b]pyridin-6-yl)-2-(2-methylpyridin-4-yl)oxazole-4-carboxamide N1(CCCCC1)C=1SC=2C(=NC(=C(C2)NC(=O)C=2N=C(OC2)C2=CC(=NC=C2)C)N2CCCCC2)N1